FC1=C(C(=CC=C1)O)C=1C=CC2=C(N(C=N2)C2CCN(CC2)C(C=C)=O)C1 1-(4-(6-(2-fluoro-6-hydroxyphenyl)-1H-benzo[d]imidazol-1-yl)piperidin-1-yl)prop-2-en-1-one